FC1(CCN(CCC1)C=1N=NC(=C(C1C(=O)O)C)C=1C=NN(C1)C)F 3-(4,4-difluoroazepan-1-yl)-5-methyl-6-(1-methyl-1H-pyrazol-4-yl)pyridazine-4-carboxylic acid